[U+6].C(CCCCCCCCCCCCCCCCC)(=O)[O-].[Mg+2].C(CCCCCCCCCCCCCCCCC)(=O)[O-].C(CCCCCCCCCCCCCCCCC)(=O)[O-].C(CCCCCCCCCCCCCCCCC)(=O)[O-].C(CCCCCCCCCCCCCCCCC)(=O)[O-].C(CCCCCCCCCCCCCCCCC)(=O)[O-].C(CCCCCCCCCCCCCCCCC)(=O)[O-].C(CCCCCCCCCCCCCCCCC)(=O)[O-] Magnesium Stearat uranium